C(C1=CC=CC=C1)N(C(=O)C12CC2C1)C N-benzyl-N-methylbicyclo[1.1.0]butane-1-carboxamide